C(C1=CC=CC=C1)C(C(=O)O[C@H]1COCC[C@@H]1[C@H]1N2C(C3=CC=CC(=C13)F)=CN=C2)CCC2CCN(CC2)C2=CC1=C(N(C(N1C)=O)C1C(OC(CC1)=O)=O)C=C2 (3R,4R)-4-((R)-6-fluoro-5H-imidazo[5,1-a]isoindol-5-yl)tetrahydro-2H-pyran-3-ol benzyl-4-[1-[1-(2,6-dioxooxan-3-yl)-3-methyl-2-oxo-1,3-benzodiazol-5-yl]piperidin-4-yl]butanoate